3-((4-carbamoyl-2-methoxy-6-methylphenoxy)methyl)-4-chlorobenzo[b]thiophene-2-carboxylic acid ethyl ester C(C)OC(=O)C1=C(C2=C(S1)C=CC=C2Cl)COC2=C(C=C(C=C2C)C(N)=O)OC